C(CCC)C=CC1=CC=CC=C1 butyl-styrene